N-[(3S,4R)-3-fluoro-1-methylpiperidin-4-yl]-2-(4-{[(4-methanesulfonylphenyl)amino]methyl}thiophen-2-yl)-1-(2,2,2-trifluoroethyl)-1H-indol-4-amine F[C@H]1CN(CC[C@H]1NC=1C=2C=C(N(C2C=CC1)CC(F)(F)F)C=1SC=C(C1)CNC1=CC=C(C=C1)S(=O)(=O)C)C